4-fluoro-1-oxo-isoindolin FC1=C2CNC(C2=CC=C1)=O